ClC1=C(C=C(C=C1)C#N)C=1C=C2C(=NN(C2=CC1)C(C1=CC=CC=C1)(C1=CC=CC=C1)C1=CC=CC=C1)NC(=O)C1CCNCC1 N-[5-(2-chloro-5-cyanophenyl)-1-trityl-1H-indazol-3-yl]piperidine-4-carboxamide